ClC1=C(C=CC(=C1)Cl)C1=C(C2=CC(=CC=C2CC1)OC)C1=CC=C(C=C1)N1CCN(CC1)C(C)C 1-(4-(2-(2,4-Dichlorophenyl)-7-methoxy-3,4-dihydronaphthalen-1-yl)phenyl)-4-isopropylpiperazine